FC1=CC=C(C=C1)[C@@H](CC)N=C=O (R)-(+)-1-(4-fluorophenyl)propyl isocyanate